CN(CCCCCCCCCCN(C)C(=O)OC1=CC=CC(=C1)[N+](C)(C)C)C(=O)OC2=CC=CC(=C2)[N+](C)(C)C.[Br-].[Br-] The molecule is the methobromide salt of the N,N'-bis[3-(dimethylamino)phenyl carbamate] derivative of 2,13-diazatetradecane. It is an inhibitor of acetylcholinesterase and pseudocholinesterase, with a long duration of action. It is used in the treatment of chronic open-angle glaucoma: in the eye, it causes constriction of the iris sphincter muscle and the ciliary muscle, facilitating the outflow of the aqueous humor and so reducing intraocular pressure. It has a role as an EC 3.1.1.8 (cholinesterase) inhibitor and an EC 3.1.1.7 (acetylcholinesterase) inhibitor. It is a quaternary ammonium salt, a bromide salt and a carbamate ester. It contains a demarcarium.